CC1=NC=C2N1C=C(C=C2)C2=NC(=NC(=N2)N)N 6-(3-methylimidazo[1,5-a]pyridin-6-yl)-1,3,5-triazine-2,4-diamine